C(C)(C)(C)OC(=O)N1C[C@H](CC1)[C@@H](C(=O)OC(C)(C)C)CC1=C(C(=C(C=C1)F)CON1C(C2=CC=CC=C2C1=O)=O)F (R)-3-((S)-1-(tert-butoxy)-3-(3-(((1,3-dioxoisoindol-2-yl)oxy)methyl)-2,4-difluorophenyl)-1-oxopropan-2-yl)pyrrolidine-1-carboxylic acid tert-butyl ester